5-[2-(3,4-dichloro-phenyl)-ethylamino]-2-hydroxy-benzoic acid ClC=1C=C(C=CC1Cl)CCNC=1C=CC(=C(C(=O)O)C1)O